(2r,3r)-3-(3,4-dimethoxybenzyl)-4-hydroxy-2-(4-hydroxy-3-methoxybenzyl)-N-(2-(2-(hydroxyethoxy)ethoxy)ethyl)butanamide COC=1C=C(C[C@H]([C@H](C(=O)NCCOCCOCCO)CC2=CC(=C(C=C2)O)OC)CO)C=CC1OC